phospho-cysteine P(=O)(O)(O)N[C@@H](CS)C(=O)O